CCCCC (R)-pentan